FC(N1N=C(C(=C1C)C=1C=NN2C1C=C(C=C2)C=2SC(=C(N2)OCC)C(=O)O)C)F 2-[3-[1-(difluoromethyl)-3,5-dimethyl-pyrazol-4-yl]pyrazolo[1,5-a]pyridin-5-yl]-4-ethoxy-thiazole-5-carboxylic acid